1-((2R,5S)-4-(2-(3-aminoazetidin-1-yl)-6-chloro-7-(3-cyclopropyl-5-methyl-1H-indazol-4-yl)-8-fluoroquinazolin-4-yl)-2,5-dimethylpiperazin-1-yl)prop-2-en-1-one NC1CN(C1)C1=NC2=C(C(=C(C=C2C(=N1)N1C[C@H](N(C[C@@H]1C)C(C=C)=O)C)Cl)C1=C2C(=NNC2=CC=C1C)C1CC1)F